tertbutyl (4S)-4-carbamoyl-4-(4-{2-[(1S,3R)-5-(3-methoxy-4-nitrobenzoyl)-5-azaspiro[2.5]octan-1-yl]ethynyl}-1-oxo-3H-isoindol-2-yl)butanoate C(N)(=O)[C@H](CCC(=O)OC(C)(C)C)N1C(C2=CC=CC(=C2C1)C#C[C@@H]1C[C@@]12CN(CCC2)C(C2=CC(=C(C=C2)[N+](=O)[O-])OC)=O)=O